BrC1=CC(=C(C=C1)N1C[C@H](N([C@H](C1)C)C)C)[N+](=O)[O-] (2R,6S)-4-(4-bromo-2-nitrophenyl)-1,2,6-trimethylpiperazine